C(C)S(=O)(=O)CCCCCCCCN=C=S 1-(ethylsulfonyl)-8-isothiocyanatooctane